1'-(4-(4-(aminomethyl)-1-oxo-1,2-dihydro-phthalazin-6-yl)-1-methyl-1H-pyrazol-5-yl)-2'-oxospiro[cyclopentane-1,3'-indoline]-4'-carbonitrile hydrochloride Cl.NCC1=NNC(C2=CC=C(C=C12)C=1C=NN(C1N1C(C2(C=3C(=CC=CC13)C#N)CCCC2)=O)C)=O